N-(2-(2,5-diazabicyclo[2.2.1]heptan-2-yl)benzyl)-2-(4-aminopiperidin-1-yl)-9-isopropyl-9H-purin-6-amine C12N(CC(NC1)C2)C2=C(CNC1=C3N=CN(C3=NC(=N1)N1CCC(CC1)N)C(C)C)C=CC=C2